FC=1C=2N(C=C(C1)NC(=O)C1=CC=C(C3=CN(N=C13)CC1COC1)N1CCN(CC1)C(=O)OC(C)(C)C)C=C(N2)C tert-butyl 4-[7-({8-fluoro-2-methylimidazo[1,2-a]pyridin-6-yl} carbamoyl)-2-(oxetan-3-ylmethyl)indazol-4-yl]piperazine-1-carboxylate